C(C1=CC=CC=C1)N1CCC(CC1)(C(=O)O)C=1C=NC(=C(C1)F)C=1N(C=CC1)C 1-benzyl-4-[5-fluoro-6-(1-methyl-1H-pyrrol-2-yl)pyridin-3-yl]piperidine-4-carboxylic acid